FC=1C=CC(=NC1)OCC1N(C2CC(C1C)C2)CC2=CC=C(C=C2)OC 3-{[(5-fluoropyridin-2-yl)oxy]methyl}-2-[(4-methoxyphenyl)methyl]-4-methyl-2-azabicyclo[3.1.1]heptane